N-[(7-Aza-1H-benzotriazol-1-yl)(dimethylamino)-methylen]-N-Methylmethanaminium hexafluorophosphat F[P-](F)(F)(F)(F)F.N1(N=NC2=C1N=CC=C2)C(=[N+](C)C)N(C)C